3-(2-hydroxy-4-(trifluoromethyl)phenyl)-1-(piperidin-3-yl)pyridin-2(1H)-one hydrochloride Cl.OC1=C(C=CC(=C1)C(F)(F)F)C=1C(N(C=CC1)C1CNCCC1)=O